7-[4-(4-fluorophenyl)-2-(quinolin-3-yl)-1,3-oxazol-5-yl]-7,8-dihydro-1,7-naphthyridin-8-one FC1=CC=C(C=C1)C=1N=C(OC1N1C=CC=2C=CC=NC2C1=O)C=1C=NC2=CC=CC=C2C1